(5R)-N-((2S)-1-(((2S)-1-amino-1-oxopropan-2-yl)amino)-2-(4-ethylphenyl)-1-oxobutan-2-yl)-2,7,7-trimethyl-5-phenyl-4,5,6,7-tetrahydropyrazolo[1,5-a]pyridine-3-carboxamide NC([C@H](C)NC([C@](CC)(C1=CC=C(C=C1)CC)NC(=O)C=1C(=NN2C1C[C@@H](CC2(C)C)C2=CC=CC=C2)C)=O)=O